1-(4-methylphenyl)-2-phenylethane CC1=CC=C(C=C1)CCC1=CC=CC=C1